tert-butyl ((1S,2S,3R)-3-((5-bromo-2-nitrophenyl)amino)-2-hydroxycyclohexyl)carbamate BrC=1C=CC(=C(C1)N[C@H]1[C@@H]([C@H](CCC1)NC(OC(C)(C)C)=O)O)[N+](=O)[O-]